C(C)(C)(C)C1=CC(=C(C=C1)C=1C=C2CCN(C(C2=CC1)=O)C=1C=CC(=C(C1)NS(=O)(=O)C)OCOCCOC)C=1CCOCC1 N-(5-(6-(4-(tert-butyl)-2-(3,6-dihydro-2H-pyran-4-yl)phenyl)-1-oxo-3,4-dihydroisoquinolin-2(1H)-yl)-2-((2-methoxyethoxy)methoxy)phenyl)methanesulfonamide